CC1(N(CC(C1)CCCOS(=O)(=O)C)C(=O)OC(C)(C)C)CCC tert-butyl 2-methyl-4-(3-methylsulfonyloxypropyl)-2-propyl-pyrrolidine-1-carboxylate